N1C=CC=CC1(C(=O)OC)C(=O)OC Dimethyl pyridine-6,6-dicarboxylate